NC(CC[C@@H](C1=CC(=CC=C1)NC)NC(=O)N1CC2=CC(=CC(=C2CC1)C1=CC=C(C=C1)C(F)(F)F)C=1OC=CN1)=O (S)-N-(4-amino-1-(3-(methylamino)phenyl)-4-oxobutyl)-7-(oxazol-2-yl)-5-(4-(trifluoromethyl)phenyl)-3,4-dihydroisoquinoline-2(1H)-carboxamide